C(C)NC(O)=O ethylcarbonic acid amide